tert-Butyl 2-(3-carbamoyl-5-(2-methylpyrimidin-5-yl)-1H-pyrazol-1-yl)acetate C(N)(=O)C1=NN(C(=C1)C=1C=NC(=NC1)C)CC(=O)OC(C)(C)C